5-(3-(naphthalen-2-yl)phenoxy)-1H-1,2,3-triazole-4-carboxylic acid C1=C(C=CC2=CC=CC=C12)C=1C=C(OC2=C(N=NN2)C(=O)O)C=CC1